N-(4-((2-(1H-pyrazol-4-yl)-3-(trifluoromethyl)phenyl)amino)-5-oxo-5,6-dihydro-1,6-naphthyridin-2-yl)cyclopropanecarboxamide Trifluoroacetic Acid Salt FC(C(=O)O)(F)F.N1N=CC(=C1)C1=C(C=CC=C1C(F)(F)F)NC1=CC(=NC=2C=CNC(C12)=O)NC(=O)C1CC1